FC(OC1=C(C=CC(=C1)C=1C=NN(C1)C(C)C)NC1=C(N=NC=C1)C(=O)NC([2H])([2H])[2H])F 4-((2-(difluoromethoxy)-4-(1-isopropyl-1H-pyrazol-4-yl)phenyl)amino)-N-(methyl-d3)pyridazine-3-carboxamide